FC(C1=CC=2N(C=C1)N=C(N2)N[C@@H]2C[C@H](CC2)NC2=CC=C(C=N2)N2C(C1(CC1)CC2)=O)(F)F 5-(6-(((1S,3S)-3-((7-(trifluoromethyl)-[1,2,4]triazolo[1,5-a]pyridin-2-yl)amino)cyclopentyl)amino)pyridin-3-yl)-5-azaspiro[2.4]heptane-4-one